CC=1C=C(C=CC1)S(=O)(=O)O 3-methylbenzene-1-sulfonic acid